2-FLUORO-4-(PYRROLIDIN-3-YL)BENZALDEHYDE HCL Cl.FC1=C(C=O)C=CC(=C1)C1CNCC1